FC1(OC2=C(O1)C=CC(=C2)N(C(=O)C=2C=C(C=CC2)N2N=C(C=1CCC[C@@H](C21)OC=2C=C(C(=O)O)C=CC2)C(F)(F)F)C)F 3-[[(S)-1-[3-[(2,2-difluoro-1,3-benzodioxol-5-yl)-methyl-carbamoyl]phenyl]-3-(trifluoromethyl)-4,5,6,7-tetrahydroindazol-7-yl]oxy]benzoic acid